FC=1C=C(C=C(C1C(F)(F)F)NCC1(CCNCC1)F)C1=NNC(O1)=O 5-[3-Fluoro-5-{[(4-fluoropiperidin-4-yl)methyl]amino}-4-(trifluoromethyl)phenyl]-1,3,4-oxadiazol-2(3H)-one